tert-butyl (1R,4R)-5-[4-(2-fluoro-3-methyl-anilino)pyrido[3,2-d]pyrimidin-6-yl]-2,5-diazabicyclo[2.2.2]octane-2-carboxylate FC1=C(NC=2C3=C(N=CN2)C=CC(=N3)N3[C@H]2CN([C@@H](C3)CC2)C(=O)OC(C)(C)C)C=CC=C1C